3-(3-methyl-2-oxo-5-(7-(piperidin-4-ylmethyl)-2,7-diazaspiro[3.5]non-2-yl)-2,3-dihydro-1H-benzo[d]imidazol-1-yl)piperidine-2,6-dione CN1C(N(C2=C1C=C(C=C2)N2CC1(C2)CCN(CC1)CC1CCNCC1)C1C(NC(CC1)=O)=O)=O